β-Methylstyrene CC=CC1=CC=CC=C1